(2-aminoethyl)3-propylaminomethoxymethyl-silane NCC[SiH2]COCNCCC